N-(3-fluoro-5-(5-((1r,2s)-2-fluorocyclopropyl)-1,2,4-oxadiazol-3-yl)-2-methylphenyl)-6-(4-methylpiperazin-1-yl)imidazo[1,2-a]pyridine-3-carboxamide FC=1C(=C(C=C(C1)C1=NOC(=N1)[C@@H]1[C@H](C1)F)NC(=O)C1=CN=C2N1C=C(C=C2)N2CCN(CC2)C)C